C1(=CC=C(C=C1)C(=C(C1=CC=CC=C1)C=1C=C(C=C(C1)C1=CC=C(C=C1)N)C1=CC=C(C=C1)N)C1=CC=C(C=C1)C1=CC=CC=C1)C1=CC=CC=C1 5'-(2,2-di([1,1'-biphenyl]-4-yl)-1-phenylvinyl)-[1,1':3',1''-terphenyl]-4,4''-diamine